1-[(4R)-7-chloro-10-[3-(4-chloro-3,5-dimethyl-phenoxy)propyl]-4-methyl-1-oxo-6-(1,3,5-trimethylpyrazol-4-yl)-3,4-dihydropyrazino[1,2-a]indol-2-yl]isoquinoline-6-carboxylic Acid ClC=1C=CC=2C(=C3N(C2C1C=1C(=NN(C1C)C)C)[C@@H](CN(C3=O)C3=NC=CC1=CC(=CC=C31)C(=O)O)C)CCCOC3=CC(=C(C(=C3)C)Cl)C